CC=1N=C(C2=C(N1)C1=C(O2)C=CC=C1)N1[C@@H](C[C@@H](C1)CC(NC1=C(C=C(C=C1)C1=CC=CC=C1)C(F)(F)F)=O)C(=O)O (2S,4R)-1-(2-methylbenzofuro[3,2-d]pyrimidin-4-yl)-4-(2-oxo-2-((3-(trifluoromethyl)-[1,1'-biphenyl]-4-yl)amino)ethyl)pyrrolidine-2-carboxylic acid